4-(1-Methyl-5-(5-(morpholine-4-carbonyl)pyridin-2-ylamino)-6-oxo-1,6-dihydropyridin-3-yl)-2-(1-oxo-3,4,6,7,8,9-hexahydropyrazino[1,2-a]indol-2(1H)-yl)nicotinaldehyde CN1C=C(C=C(C1=O)NC1=NC=C(C=C1)C(=O)N1CCOCC1)C1=CC=NC(=C1C=O)N1C(C=2N(C=3CCCCC3C2)CC1)=O